COC1=CC=C(CN(C2=NC=CC=C2[C@@H](C)N([S@@](=O)C(C)(C)C)C)CC2=CC=C(C=C2)OC)C=C1 (S)-N-((R)-1-(2-(bis(4-methoxybenzyl)amino)pyridin-3-yl)ethyl)-N,2-dimethylpropane-2-sulfinamide